tert-butyl 4-(((2-(((2-fluorophenyl)sulfonyl)carbamoyl)benzofuran-6-yl)methyl)carbamoyl)piperidine-1-carboxylate FC1=C(C=CC=C1)S(=O)(=O)NC(=O)C=1OC2=C(C1)C=CC(=C2)CNC(=O)C2CCN(CC2)C(=O)OC(C)(C)C